C(CCCCCCC)N(C(CCCN(C(SCCCN(C)C)=O)CCCC(N(CCCCCCCC)CCCCCCCC)=O)=O)CCCCCCCC S-[3-(dimethylamino)propyl] N,N-bis[4-(dioctylamino)-4-oxo-butyl]carbamothioate